2-fluoro-4-methyl-6-(tetrahydrofuranyl)pyridin FC1=NC(=CC(=C1)C)C1OCCC1